5'-hydroxy-methyl-uridine OC([C@@H]1[C@H]([C@H]([C@@](O1)(N1C(=O)NC(=O)C=C1)C)O)O)O